1-(3-(5-bromothiophene-2-carboxamido)cyclohexyl)-N-methyl-2-(thiophen-2-yl)-1H-benzo[d]imidazole-5-carboxamide BrC1=CC=C(S1)C(=O)NC1CC(CCC1)N1C(=NC2=C1C=CC(=C2)C(=O)NC)C=2SC=CC2